C1(CC1)C1=NN(C=N1)C1CC2(CN(C2)C(=O)N2CC3(CN(C3)S(=O)(=O)N3CCCC3)C2)C1 [6-(3-cyclopropyl-1,2,4-triazol-1-yl)-2-azaspiro[3.3]heptan-2-yl]-(2-pyrrolidinosulfonyl-2,6-diazaspiro[3.3]heptan-6-yl)methanone